3-[(2-methoxyethoxy)methoxy]-8-methylnaphthalen-1-ol COCCOCOC=1C=C(C2=C(C=CC=C2C1)C)O